ClC1=C(C=CC(=C1)F)C1NC(C=2C1=C(C=C1CN(C(NC21)=O)CC#N)NC(C2=CC(=CC(=C2)F)C(F)(F)F)=O)=O N-[7-(2-chloro-4-fluorophenyl)-3-(cyanomethyl)-2,9-dioxo-2,3,4,7,8,9-hexahydro-1H-pyrrolo[4,3-h]quinazolin-6-yl]-5-fluoro-3-(trifluoromethyl)benzamide